(S)-5-(4-aminobutyl)imidazolidine-2,4-dione NCCCC[C@H]1C(NC(N1)=O)=O